6-(4-((2S,3R)-1-acetyl-4-acryloyl-3-(methoxymethyl)piperazin-2-yl)-6-chloropyridin-2-yl)-N-methylpyrimidine-4-carboxamide C(C)(=O)N1[C@H]([C@@H](N(CC1)C(C=C)=O)COC)C1=CC(=NC(=C1)Cl)C1=CC(=NC=N1)C(=O)NC